[Si](C)(C)(C(C)(C)C)OCC1=C(C=C(C=C1)C(CC1CC1)NC=1SC(=C(N1)C1=C(C=C(C(=C1)C)OC)Cl)C)F (1-(4-(((tert-butyldimethylsilyl)oxy)methyl)-3-fluorophenyl)-2-cyclopropylethyl)-4-(2-chloro-4-methoxy-5-methylphenyl)-5-methylthiazol-2-amine